N-((1R)-3-cyano-3-azabicyclo[3.1.0]hexan-1-yl)-5-(3-(phenylamino)pyridin-4-yl)thiazole-2-carboxamide C(#N)N1C[C@]2(CC2C1)NC(=O)C=1SC(=CN1)C1=C(C=NC=C1)NC1=CC=CC=C1